NCCCNC(=O)N1CCN(CC1)C(C1=C(C=C(C=C1)NC=1C=2N(C=CN1)C(=CN2)C=2C(=NNC2)C(F)(F)F)C)=O N-(3-aminopropyl)-4-[2-methyl-4-[[3-[3-(trifluoromethyl)-1H-pyrazol-4-yl]imidazo[1,2-a]pyrazin-8-yl]amino]benzoyl]piperazine-1-carboxamide